[6-(5-cyclopropyl-4H-1,2,4-triazol-3-yl)-2-azaspiro[3.3]heptan-2-yl]-[2-[[3-(trifluoromethyl)-1-bicyclo[1.1.1]pentanyl]sulfonyl]-2,6-diazaspiro[3.3]heptan-6-yl]methanone C1(CC1)C=1NC(=NN1)C1CC2(CN(C2)C(=O)N2CC3(CN(C3)S(=O)(=O)C34CC(C3)(C4)C(F)(F)F)C2)C1